[C@]1([C@H](O)[C@H](O)[C@@H](CO)O1)(C1=CNC(=O)NC1=O)C(=O)[O-] pseudouridinate